C(C1=CC=CC=C1)OC1=C(C=CC(=C1)CCC)C1(CC=2C(=C3C=CC(OC3=CC2)(C)C)OC1)O 3-(2-(benzyloxy)-4-propylphenyl)-3-hydroxy-8,8-dimethyl-2,3-dihydropyrano[2,3-f]chromen